6-chloro-5-fluoro-1H-indol ClC1=C(C=C2C=CNC2=C1)F